5-(2-methoxypyridin-4-yl-pyrazole-3-carbonyl)piperidine-4-carboxamide cobalt-lithium [Li].[Co].COC1=NC=CC(=C1)C=1C(=NNC1)C(=O)C1C(CCNC1)C(=O)N